3-[2-(isopropylamino)-2-oxoethoxy]benzoic acid C(C)(C)NC(COC=1C=C(C(=O)O)C=CC1)=O